FC1(CN(CC1)C1=NC=CC(=C1NC(=O)C=1C=NC(=NC1)C(C)C)C=1N(C=CC1)C)F N-(2-(3,3-difluoropyrrolidin-1-yl)-4-(1-meth-yl-1H-pyrrol-2-yl)pyridin-3-yl)-2-isopropyl-pyrimidine-5-carboxamide